ClC=1C=C(C=C(C1)Cl)C1=NC(=CC(=C1)CN1CCC(CC1)CC(=O)O)OC=1C=NC(=NC1)N1CCN(CC(C1)(C)O)C 2-(1-((2-(3,5-dichlorophenyl)-6-((2-(6-hydroxy-4,6-dimethyl-1,4-diazepan-1-yl)pyrimidin-5-yl)oxy)pyridin-4-yl)methyl)piperidin-4-yl)acetic acid